tert-butyl 6-((diphenyl methylene) amino)-4-fluoro-1H-indole-1-carboxylate C1(=CC=CC=C1)C(C1=CC=CC=C1)=NC1=CC(=C2C=CN(C2=C1)C(=O)OC(C)(C)C)F